C1([C@H](O)[C@@H](O)[C@H](O)[C@H](O1)CO)O[C@H]1C(O[C@@H]([C@H]([C@@H]1O)O)CO)O[C@@H]([C@@H]([C@H](C=O)O)O)[C@H](O)CO glucosyl-(1→2)-glucosyl-(1→4)-glucose